N1=COC=2C=CC=3C=NC=NC3C21 oxazolo[5,4-H]quinazoline